4,7-dicarboxyl-1,10-phenanthroline C(=O)(O)C1=CC=NC2=C3N=CC=C(C3=CC=C12)C(=O)O